C(C)(C)C1=CC(=NC=C1)C1=NSC(=N1)NC1=NC=C(C=C1N(C(OC(C)(C)C)=O)C)C(F)(F)F tert-butyl (2-((3-(4-isopropylpyridin-2-yl)-1,2,4-thiadiazol-5-yl) amino)-5-(trifluoromethyl)pyridin-3-yl)(methyl)carbamate